dibutylselenourea C(CCC)NC(NCCCC)=[Se]